C1(CC1)C([C@@H](C(=O)NC1=C(C=C(C=C1)[C@@H](C(NCC(F)(F)F)=O)C)F)NC(=O)C1=CC=NN1C(CN1CCOCC1)C)C1CC1 N-((S)-1,1-dicyclopropyl-3-((2-fluoro-4-((S)-1-oxo-1-((2,2,2-trifluoroethyl)amino)propan-2-yl)phenyl)amino)-3-oxopropan-2-yl)-1-(1-morpholinopropan-2-yl)-1H-pyrazole-5-carboxamide